C(O)([O-])=O.[Na+] sodium (hydrogen) carbonate